NC=1C=C(C=CC1O)C1(CC1)C(=O)OC methyl 1-(3-amino-4-hydroxyphenyl)cyclopropanecarboxylate